[OH-].C(C1=CC=CC=C1)(C1=CC=CC=C1)[NH3+] benzhydryl-ammonium hydroxide